ClC1=CC(=C(C=C1)C=1C2=C(N=C(N1)N1C[C@@H](OCC1)C1=CN=NC(=C1)C)N=C(C=C2)C)F 4-(4-chloro-2-fluorophenyl)-7-methyl-2-((2S)-2-(6-methyl-4-pyridazinyl)-4-morpholinyl)pyrido[2,3-d]pyrimidine